2-((2R,6S)-2,6-dimethylmorpholino)-5-fluoropyrimidin-4-amine C[C@H]1O[C@H](CN(C1)C1=NC=C(C(=N1)N)F)C